oxazol-4-ylmethyl 4-(6-(1-cyclopropyl-3,5-dimethyl-1H-pyrazol-4-yl)pyrazolo[1,5-a]pyrimidin-3-yl)piperidine-1-carboxylate C1(CC1)N1N=C(C(=C1C)C=1C=NC=2N(C1)N=CC2C2CCN(CC2)C(=O)OCC=2N=COC2)C